R-4-fluoro-1-[1-(3-hydroxyphenyl)ethyl]-1H-imidazole-5-carboxylic acid ethyl ester C(C)OC(=O)C1=C(N=CN1[C@H](C)C1=CC(=CC=C1)O)F